C1(=CC=CC=C1)C1(OCCC1)CC(=O)C=1C=C(C=CC1)C 2-(2-phenyltetrahydrofuran-2-yl)-1-(m-tolyl)ethan-1-one